2-bromo-7-cyclopropyl-6,8-dihydro-5H-[1,2,4]triazolo[1,5-a]pyrazine BrC1=NN2C(CN(CC2)C2CC2)=N1